3-(5-(4-(5-(2-Fluoro-4-(3-(4-fluoro-3-methylphenyl)-7-hydroxychroman-4-yl)phenoxy)pentyl)piperazin-1-yl)-1-oxoisoindolin-2-yl)piperidin-2,6-dion FC1=C(OCCCCCN2CCN(CC2)C=2C=C3CN(C(C3=CC2)=O)C2C(NC(CC2)=O)=O)C=CC(=C1)C1C(COC2=CC(=CC=C12)O)C1=CC(=C(C=C1)F)C